(R)-4-(3-(4-Amino-2-methylpyrido[3,2-d]pyrimidin-6-yl)phenyl)-2-(4-methylthiazol-2-yl)but-3-yn-2-ol NC=1C2=C(N=C(N1)C)C=CC(=N2)C=2C=C(C=CC2)C#C[C@@](C)(O)C=2SC=C(N2)C